C(C#CC)(=O)N[C@@H]1CN(CC(C1)C)C1=C2C(=C(NC2=C(C=C1F)C(=O)N)C)Cl 4-((3S)-3-(but-2-ynamido)-5-methylpiperidin-1-yl)-3-chloro-5-fluoro-2-methyl-1H-indole-7-carboxamide